C1=CC(C(=N)C=C1)O Iminophenol